OC(C(=O)OCC1=CC=C(C=C1)C=1C=2C=CC=3N(C2N=C(C1)C(C(F)(F)F)(F)F)C=C(N3)C=3OC=NN3)(C)C 4-(8-(1,3,4-oxadiazol-2-yl)-2-(perfluoroethyl)imidazo[1,2-a][1,8]naphthyridin-4-yl)benzyl 2-hydroxy-2-methylpropanoate